CC1(COC1)C(=O)N1CCN(CC1)C1=CC=C(C=C1)B1OC(C(O1)(C)C)(C)C (3-methyloxetan-3-yl)(4-(4-(4,4,5,5-tetramethyl-1,3,2-dioxaborolan-2-yl)phenyl)piperazin-1-yl)methanone